(9-(2-(hydroxymethyl)-4-nitrophenyl)-3,9-diazaspiro[5.5]undecan-3-yl)carboxylic acid tert-butyl ester C(C)(C)(C)OC(=O)N1CCC2(CC1)CCN(CC2)C2=C(C=C(C=C2)[N+](=O)[O-])CO